(R)-1-(difluoromethylene)-5-(6-((1-(2-hydroxyethyl)piperidin-3-yl)amino)-4-methylpyridazin-3-yl)-2,3-dihydro-1H-inden-4-ol FC(=C1CCC=2C(=C(C=CC12)C=1N=NC(=CC1C)N[C@H]1CN(CCC1)CCO)O)F